O1COC2=C1C=CC(=C2)CNC(CN(CC=2SC(=CC2)SC)C)=O N-(Benzo[d][1,3]dioxol-5-ylmethyl)-2-(methyl((5-(methylthio)thiophen-2-yl)methyl)amino)acetamide